C(\C=C/C(=O)N)(=O)N.[Na] sodium maleamide